C1(CCCCC1)[C@H](C)NC(=O)C1=CN=C(O1)C1=CC(=CC=C1)C1=CC(=NN1)C(NC(CC)CC)=O (S)-N-(1-cyclohexylethyl)-2-(3-(3-(pentan-3-ylcarbamoyl)-1H-pyrazol-5-yl)phenyl)oxazole-5-carboxamide